COC=1C=C(C=2N(C1)N=C(C2)C=2N=C1SC(=NN1C2)OC)OCC=2N=C(SC2C)CCCC#N 4-(4-(((6-methoxy-2-(2-methoxyimidazo[2,1-b][1,3,4]thiadiazol-6-yl)pyrazolo[1,5-a]pyridin-4-yl)oxy)methyl)-5-methylthiazol-2-yl)butyronitrile